1,3-di-n-butyl-tetramethyl-disiloxane C(CCC)[Si](O[Si](CCCC)(C)C)(C)C